C(CCC)[Sn](O[Sn](OCCCCCCCCCCCC)(CCCC)CCCC)(OCCCCCCCCCCCC)CCCC tetra-n-butyl-1,3-dilauryloxydistannoxane